2-Acetamido-2-deoxy-galactose C(C)(=O)N[C@@H](C=O)[C@@H](O)[C@@H](O)[C@H](O)CO